4-[2-[4-[5-chloro-1-[4-(trifluoromethoxy)phenyl]pyrazol-4-yl]piperazin-1-yl]ethyl]morpholine ClC1=C(C=NN1C1=CC=C(C=C1)OC(F)(F)F)N1CCN(CC1)CCN1CCOCC1